3,11-dihydroxy-3',4'-dimethyl-5'H-spiro[dibenzo[c,h]xanthene-7,2'-furan]-5'-one OC=1C=CC2=C(C=CC3=C2OC=2C4=C(C=CC2C32OC(C(=C2C)C)=O)C=C(C=C4)O)C1